4-amino-cyclobut-3-ene-1,2-dione NC1=CC(C1=O)=O